tris(1,2,2,6,6-pentamethyl-4-piperidinyl) phosphite P(OC1CC(N(C(C1)(C)C)C)(C)C)(OC1CC(N(C(C1)(C)C)C)(C)C)OC1CC(N(C(C1)(C)C)C)(C)C